(R)-2-(3-aminopiperidin-1-yl)ethyl acetate C(C)(=O)OCCN1C[C@@H](CCC1)N